ClC1=CC=2N(C=C1)C(=CN2)C2=C1CNC(C1=C(C=C2)NC2=NC=C(C=C2)N2CCC(CC2)O)=O 4-(7-chloroimidazo[1,2-a]pyridin-3-yl)-7-[[5-(4-hydroxy-1-piperidyl)-2-pyridyl]amino]isoindolin-1-one